CN(C1CCC(CC1)CNC=1C(=CN(C(C1)=O)C1CCOCC1)C(=O)N[C@H](C)C1=C(C(=CC=C1)C(F)(F)F)C)C 4-((((1s,4S)-4-(dimethylamino)cyclohexyl)methyl)amino)-N-((R)-1-(2-methyl-3-(trifluoromethyl)phenyl)ethyl)-6-oxo-1-(tetrahydro-2H-pyran-4-yl)-1,6-dihydropyridine-3-carboxamide